C(C)(C)(C)C1N(CCC12CC=C(CC2)C2=CC(=C(C=C2)Cl)F)C(=O)OC(CCCCCCCCC)(O)O decanetriol tert-butyl-8-(4-chloro-3-fluoro-phenyl)-2-azaspiro[4.5]dec-7-ene-2-carboxylate